methyl 3-{[(tert-butoxy) carbonyl]amino}bicyclo[1.1.1]pentane-1-carboxylate C(C)(C)(C)OC(=O)NC12CC(C1)(C2)C(=O)OC